1-acetyl-4-piperidineacetic acid C(C)(=O)N1CCC(CC1)CC(=O)O